N-hydroxy-3-oxo-4-((5-(trifluoromethyl)benzo[d]oxazol-2-yl)methyl)-3,4-dihydro-2H-benzo[b][1,4]oxazine-6-carboxamide ONC(=O)C1=CC2=C(OCC(N2CC=2OC3=C(N2)C=C(C=C3)C(F)(F)F)=O)C=C1